C1(CCCC1)OC1=C(C=C(C(=C1)F)C=1C=NOC1C)NS(=O)(=O)C=1C=C(C(=O)O)C=CC1C1CC1 3-(N-(2-(cyclopentyloxy)-4-fluoro-5-(5-methylisoxazol-4-yl)phenyl)sulfamoyl)-4-cyclopropylbenzoic acid